NCC1CCCCC1 trans-aminomethyl-cyclohexane